N-((1r,4r)-4-((2,2,2-trifluoroethyl)amino)cyclohexyl)-5,6-dihydrobenzo[f]imidazo[1,5-d][1,4]oxazepine-10-carboxamide FC(CNC1CCC(CC1)NC(=O)C=1C=CC2=C(C=3N(CCO2)C=NC3)C1)(F)F